BrC=1C(=NC(=NC1)Cl)N[C@H]1[C@@](CCC1)(O)C |r| (±)-(1R*,2R*)-2-[(5-bromo-2-chloropyrimidin-4-yl)amino]-1-methylcyclopentanol